C(C)O[C@@H]1CC[C@H](CC1)N1N=C(C(=C1)[N+](=O)[O-])C1=CC=C2C=CNC2=C1 6-(1-(Trans-4-ethoxycyclohexyl)-4-nitro-1H-pyrazol-3-yl)-1H-indole